Ethyl-2-methyl-1,3-dioxolan-2-acetat C(C)OC(CC1(OCCO1)C)=O